2-(2-(4-ethylphenyl)-2-oxoethyl)isoindoline-1,3-dione C(C)C1=CC=C(C=C1)C(CN1C(C2=CC=CC=C2C1=O)=O)=O